C(C)OC(C(C1=CC=2SC3=CC=CC=C3SC2C=C1)=O)=O.C(C)(C)(C)P(C1=C(C=CC=C1C)C)C(C)(C)C di-tert-butyl(2,6-dimethylphenyl)phosphine ethyl-2-oxo-2-thianthren-2-yl-acetate